FC1=C(CN(C(=O)C2=CC3=NC(=C4C(=C3N2)COC4)NC(OC(C)(C)C)=O)CC4=NC=C(C=C4)C4=C(C=CC=C4F)F)C(=CC=C1)F tert-butyl (2-((2,6-difluorobenzyl)((5-(2,6-difluorophenyl)pyridin-2-yl)methyl)carbamoyl)-6,8-dihydro-1H-furo[3,4-d]pyrrolo[3,2-b]pyridin-5-yl)carbamate